N-(2-amino-6-chlorobenzyl)-N-(2-(1,1-dioxidotetrahydro-2H-thiopyran-4-yl)ethyl)-3-(trifluoromethyl)-1H-pyrazole-5-carboxamide NC1=C(CN(C(=O)C2=CC(=NN2)C(F)(F)F)CCC2CCS(CC2)(=O)=O)C(=CC=C1)Cl